ClC=1N=C(NC1Cl)CC 4,5-dichloro-2-ethylimidazole